Cyclohexanetrial C1(C(CCCC1)C=O)(C=O)C=O